O=C1NC(CCC1N1C(N(C2=C1C=CC=C2C#CCOCCCN(C(OC(C)(C)C)=O)C)C)=O)=O tert-butyl N-[3-[3-[1-(2,6-dioxo-3-piperidyl)-3-methyl-2-oxo-benzimidazol-4-yl]prop-2-ynoxy]propyl]-N-methyl-carbamate